FC=1C(=NC(=NC1)N[C@H]1[C@@H](COCC1)O)C1=CC=C2C(C=C(N(C2=C1)C(C)C)CN[C@H]1COCCC1)=O 7-(5-fluoro-2-(((3S,4R)-3-hydroxytetrahydro-2H-pyran-4-yl)amino)pyrimidin-4-yl)-1-isopropyl-2-((((R)-tetrahydro-2H-pyran-3-yl)amino)methyl)quinolin-4(1H)-one